C1=CC=CC=2C3=CC=CC=C3C(C12)COC(=O)N([C@H](C(=O)N[C@H](C(=O)N1C(CCC1)C(=O)O)[C@H](CC)C)CCC)C 1-[(2S,3S)-2-[[(2S)-2-[9H-fluoren-9-ylmethoxycarbonyl(methyl)amino]pentanoyl]amino]-3-methyl-pentanoyl]pyrrolidine-2-carboxylic acid